C(C)(C)(C)OC(N[C@H]1CN(CC1)S(=O)(=O)C=1C=C2C(=CNC2=CC1)C)=O.IC1=C(C(=O)NC2=C(C=CC=C2)C)C=CC=C1 2-iodo-N-(2-methylphenyl)benzamide tert-butyl-N-[(3R)-1-[(3-methyl-1H-indol-5-yl)sulfonyl]pyrrolidin-3-yl]carbamate